C1(=CC=CC=C1)C1=NC(=NC(=N1)C1=CC=CC=C1)C=1C=C(C(=C(C1)C1=CC=C(C=C1)N1C2=CC=CC=C2C=2C=CC=CC12)C1=CC(=NC(=C1)C1=CC=CC=C1)C1=CC=CC=C1)C1=CC=C(C=C1)N1C2=CC=CC=C2C=2C=CC=CC12 9,9'-(5'-(4,6-diphenyl-1,3,5-triazin-2-yl)-2'-(2,6-diphenylpyridin-4-yl)-[1,1':3',1''-terphenyl]-4,4''-diyl)bis(9H-carbazole)